CN1C(C(=C(C2=CC=CC=C12)N1CCC2(CCN(C2)C2=CC(=CC=C2)OC(F)(F)F)CC1)C#N)=O 1-Methyl-2-oxo-4-{2-[3-(trifluoromethoxy)phenyl]-2,8-diazaspiro[4.5]dec-8-yl}-1,2-dihydro-quinoline-3-carbonitrile